CC1=NN(C(=C1CCC(=O)N1CCN(CC1)C1=CC(=CC=C1)OC)C)C=1C=CC=2N(N1)C(=NN2)C 3-(3,5-dimethyl-1-(3-methyl-[1,2,4]triazolo[4,3-b]pyridazin-6-yl)-1H-pyrazol-4-yl)-1-(4-(3-methoxyphenyl)piperazin-1-yl)propan-1-one